4-fluoro-1-[2-(2-oxopiperidin-1-yl)acetyl]-N-{phenyl-[4-(prop-2-yl)phenyl]methyl}pyrrolidine-2-carboxamide 1,4-butanediyl-dipropiolate C(CCCC#CC(=O)O)C#CC(=O)O.FC1CC(N(C1)C(CN1C(CCCC1)=O)=O)C(=O)NC(C1=CC=C(C=C1)C(C)C)C1=CC=CC=C1